Cl.ClC=1C(=C(C=CC1)NC(=O)C1=CC(=CC=2NC(=NC21)C2(CC2)C)NC(=O)C2=C(C=CC=C2)C(F)(F)F)C N-(3-chloro-2-methylphenyl)-2-(1-methylcyclopropyl)-6-({[2-(trifluoromethyl)phenyl]carbonyl}amino)-1H-benzimidazole-4-carboxamide hydrochloride